2-(β-diisopropylaminoethoxy)-4-methyl-1,3,2-dioxaborinane C(C)(C)N(CCOB1OCCC(O1)C)C(C)C